O1CCC2CNC(C=3C=CC=C1C23)=O 3,3a,4,5-Tetrahydropyrano[4,3,2-de]isoquinolin-6(2H)-one